CP(=O)(C)C1=C(N(N=C1)C)CN1CC2(C1)CNC2 2-[(4-dimethylphosphoryl-2-methyl-pyrazol-3-yl)methyl]-2,6-diazaspiro[3.3]heptane